ClC=1C(=NC=CC1)C1CC2(C1)NC(N(C2=O)C2=CN=CC1=CC=CC=C21)=O 2-(3-chloropyridin-2-yl)-7-(isoquinolin-4-yl)-5,7-diazaspiro[3.4]octane-6,8-dione